tert-Butyl-((7R)-2-(2-(6-bromo-1-(cyclopropylmethyl)-1H-indol-2-yl)-4-methoxy-3-methylbenzo[b]thiophene-6-carbonyl)-2-azabicyclo[2.2.1]heptan-7-yl)carbamate C(C)(C)(C)OC(N[C@H]1C2N(CC1CC2)C(=O)C=2C=C(C1=C(SC(=C1C)C=1N(C3=CC(=CC=C3C1)Br)CC1CC1)C2)OC)=O